C(C)(C)(C)[S@@](=O)N[C@@H](COC)C1=CC=2N(N=C1)C=C(N2)[C@H](C2CCC(CC2)(F)F)NC(OC(C)(C)C)=O tert-Butyl ((S)-(7-((R)-1-(((R)-tert-butylsulfinyl)amino)-2-methoxy ethyl)imidazo[1,2-b]pyridazin-2-yl)(4,4-difluorocyclohexyl)methyl)carbamate